C(\C=C\CCC)=O (E)-2-hexen-1-aldehyde